S1C=NC2=C1C=CC(=C2)[C@@H]2N(C[C@H](CC2)C)C(=O)OCC2=CC=CC=C2 benzyl (2R,5S)-2-(1,3-benzothiazol-5-yl)-5-methyl-piperidine-1-carboxylate